4-methylenebis[5-hydroxy-2-methylphenyl]butane tert-butyl-3-(8-chloro-3-isopropyl-N-methylimidazo[1,5-a]pyrazine-5-carboxamido)pyrrolidine-1-carboxylate C(C)(C)(C)OC(=O)N1CC(CC1)N(C(=O)C1=CN=C(C=2N1C(=NC2)C(C)C)Cl)C.C=CCCC(C2=C(C=CC(=C2)O)C)C2=C(C=CC(=C2)O)C